methyl(2-propynyl)(vinyl)phosphine oxide CP(C=C)(CC#C)=O